3,3-Dimethylheptene CC(C=C)(CCCC)C